C(C)(C)(C)OC(=O)N1C(CC=2C(=NC=CC21)OC)C(=O)O 1-(tert-butoxycarbonyl)-4-methoxy-2,3-dihydro-1H-pyrrolo[3,2-c]pyridine-2-carboxylic acid